C1CC12COC(OC2)CN2N=NC(=C2)N(C)C2=C(C=CC(=C2)C#CC2CC2)Cl 1-((5,7-dioxaspiro[2.5]octan-6-yl)methyl)-N-(2-chloro-5-(cyclopropylethynyl)phenyl)-N-methyl-1H-1,2,3-triazol-4-amine